[2H]C=1C(=C(C(=C(C1)[C@H]1[C@@H](OC([C@H]1C)(C(F)(F)F)C)C(=O)NC1=CC(=NC=C1)C(=O)N)OC)F)F 4-[[(2R,3S,4S,6R)-3-(5-deuterio-3,4-difluoro-2-methoxy-phenyl)-4,5-dimethyl-5-(trifluoromethyl)tetrahydrofuran-2-carbonyl]amino]pyridine-2-carboxamide